2-{3-[(4-methane-sulfonylphenyl)-amino]prop-1-yn-1-yl}-N-(piperidin-4-yl)-1-(2,2,2-trifluoroethyl)-1H-indol-4-amine CS(=O)(=O)C1=CC=C(C=C1)NCC#CC=1N(C=2C=CC=C(C2C1)NC1CCNCC1)CC(F)(F)F